8-(4-nitrophenyl)-2,8-diazaspiro[4.5]decane [N+](=O)([O-])C1=CC=C(C=C1)N1CCC2(CCNC2)CC1